C(C)OC(NC=1N=C(N2C1C(N(CC2)C(C2=CC=C(C=C2)F)=O)C)C2=NC(=NS2)C)=O 7-(4-fluorobenzoyl)-8-methyl-3-(3-methyl-1,2,4-thiadiazol-5-yl)-5,6,7,8-tetrahydroimidazo[1,5-a]pyrazin-1-ylcarbamic acid ethyl ester